ethyl 2,4-bis((4-methoxybenzyl)amino)-6-(trifluoromethyl)nicotinate COC1=CC=C(CNC2=C(C(=O)OCC)C(=CC(=N2)C(F)(F)F)NCC2=CC=C(C=C2)OC)C=C1